(1R)-1-[2-[[6-[2-(dimethylamino)ethyl]-7,8-dihydro-5H-1,6-naphthyridin-2-yl]amino]-8-(4-fluoropiperidin-1-yl)pyrido[3,4-d]pyrimidin-6-yl]ethanol CN(CCN1CC=2C=CC(=NC2CC1)NC=1N=CC2=C(N1)C(=NC(=C2)[C@@H](C)O)N2CCC(CC2)F)C